C(C)OC(=O)C=1C=NN(C1C(F)(F)F)C1=NC(=CC=C1)Cl 1-(6-Chloropyridin-2-yl)-5-(trifluoromethyl)-1H-pyrazole-4-carboxylic acid ethyl ester